formyl-5-(hydroxymethyl)pyrrole C(=O)C=1NC(=CC1)CO